NC1=NC=CC(=C1Cl)SC=1C=2N(C(=NC1)N1CCC3(CC1)[C@H](C1=CC=CC=C1C3)N[S@](=O)C(C)(C)C)C=NN2 (R)-N-((R)-1'-(8-((2-amino-3-chloropyridin-4-yl)thio)-[1,2,4]triazolo[4,3-c]pyrimidin-5-yl)-1,3-dihydrospiro[inden-2,4'-piperidin]-1-yl)-2-methylpropan-2-sulfinamide